3-((6-(3-Methyl-1H-pyrazol-4-yl)-1-oxoisoquinolin-2(1H)-yl)methyl)-N-(4-(methylsulfonamido)phenyl)benzamide CC1=NNC=C1C=1C=C2C=CN(C(C2=CC1)=O)CC=1C=C(C(=O)NC2=CC=C(C=C2)NS(=O)(=O)C)C=CC1